C(C)(=O)C1=CN(C2=C(N=C(C=C21)C=2C=NC(=NC2)C)C)CC(=O)N2[C@@H]1C[C@@]1(C[C@H]2C(=O)NC2=NC(=CC=C2C)Br)C (1R,3S,5R)-2-(2-(3-acetyl-7-methyl-5-(2-methylpyrimidin-5-yl)-1H-pyrrolo[2,3-c]pyridin-1-yl)acetyl)-N-(6-bromo-3-methylpyridin-2-yl)-5-methyl-2-azabicyclo[3.1.0]hexane-3-carboxamide